6-Chloro-4-(3-(2-fluorophenyl)-1-methyl-1H-pyrazol-4-yl)-7-methoxypyrido[3,2-d]pyrimidine ClC=1C(=CC=2N=CN=C(C2N1)C=1C(=NN(C1)C)C1=C(C=CC=C1)F)OC